5,5-dimethyl-1-(2-morpholinoethyl)imidazolidine CC1(CNCN1CCN1CCOCC1)C